N-(2-(2'-(aminomethyl)-[1,1'-biphenyl]-2-yl)ethyl)-7-methyl-1H-indole NCC1=C(C=CC=C1)C1=C(C=CC=C1)CCN1C=CC2=CC=CC(=C12)C